1,4-dichloro-5,6,8,9-tetrahydrocyclohepta[4,5-d]pyridazine ClC1=NN=C(C2=C1CCCCC2)Cl